C(C1=CC=CC=C1)N1C([C@](C2=CC=CC(=C12)C)(C)CC(=O)O)=O (R)-2-(1-benzyl-3,7-dimethyl-2-oxoindol-3-yl)acetic acid